C(C(C)(C)C)OS(=O)(=O)C1=CC(=CC(=C1)Cl)Cl neopentyl-3,5-dichlorobenzenesulfonate